C(#N)C1=CN=CC(=N1)C=1C=C(C(=NC1)NC(C(CC)C=1N=C(SC1)NS(=O)(=O)C1CC1)=O)F N-(5-(6-cyanopyrazin-2-yl)-3-fluoropyridin-2-yl)-2-(2-(cyclopropanesulfonylamino)thiazol-4-yl)butanamide